N(=C=S)CC(C)C 1-isothiocyanato-2-methylpropane